Cl.N[C@H](CO)CC1=CC(=CC=C1)[N+](=O)[O-] (S)-2-Amino-3-(3-nitrophenyl)propan-1-ol HCl salt